tert-butyl 8-(4-piperidylmethyl)-2,8-diazaspiro[4.5]decane-2-carboxylate N1CCC(CC1)CN1CCC2(CCN(C2)C(=O)OC(C)(C)C)CC1